1-(octyloxy)dodec-1,10-diene C(CCCCCCC)OC=CCCCCCCCC=CC